CN1CCC(CC1)OC1=C(C=CC=C1C1=NC2=C(N1)C=C(C=C2)C(F)(F)F)NC2=NC=C(C=N2)C=2N=NC=CC2 N-(2-((1-methylpiperidin-4-yl)oxy)-3-(6-(trifluoromethyl)-1H-benzo[d]imidazol-2-yl)phenyl)-5-(pyridazin-3-yl)pyrimidin-2-amine